SC(CCOCCN1CN(CN(C1)CCOCCC(C)S)CCOCCC(C)S)C 1,3,5-tris(3-mercaptobutyloxyethyl)-1,3,5-triazine